C(C)OC(C(F)(F)C1=NC=C(C=C1)Br)=O 2-(5-bromopyridine-2-yl)-2,2-difluoroacetic acid ethyl ester